2-(6-(6-((5-Fluoropyridin-2-yl)methyl)-3,6-diazabicyclo[3.1.1]heptan-3-yl)pyridin-3-yl)-6-methyl-N-(5-methyl-1H-pyrazol-3-yl)pyrimidin-4-amine FC=1C=CC(=NC1)CN1C2CN(CC1C2)C2=CC=C(C=N2)C2=NC(=CC(=N2)NC2=NNC(=C2)C)C